aminoethyl-4-aminomethylbenzene NCCC1=CC=C(C=C1)CN